CN(C)CC(C(=O)N1CCC(CC1)OC=1C=C2C(=NC=NC2=CC1OC)NC1=C(C=CC(=C1)C=1OC=CC1)OC)=C 2-((dimethylamino)methyl)-1-(4-((4-((5-(furan-2-yl)-2-methoxyphenyl)amino)-7-methoxyquinazoline-6-yl)oxy)piperidin-1-yl)prop-2-en-1-one